6-bromo-5-(methoxymethyl)benzo[d]oxazol-2(3H)-one BrC1=CC2=C(NC(O2)=O)C=C1COC